6-(1-methoxyethyl)quinoline-4-carboxylic acid methyl ester COC(=O)C1=CC=NC2=CC=C(C=C12)C(C)OC